(S)-1-(((S)-6-((diphenyl(p-tolyl)methyl)amino)-1-((4-(hydroxymethyl)phenyl)amino)-1-oxohexan-2-yl)amino)-1-oxo-3-phenylpropan C1(=CC=CC=C1)C(C1=CC=C(C=C1)C)(C1=CC=CC=C1)NCCCC[C@@H](C(=O)NC1=CC=C(C=C1)CO)NC(CCC1=CC=CC=C1)=O